C(C)N(C1(CNCC1)CO)CC (3-(Diethylamino)pyrrolidin-3-yl)methanol